3,5-dimethyl-4-hydroxy-benzonitrile CC=1C=C(C#N)C=C(C1O)C